di(m-tolyl)methylene(cyclopentadienyl)(2,7-di-t-butylfluorenyl)zirconium dichloride [Cl-].[Cl-].C1(=CC(=CC=C1)C(=[Zr+2](C1=C(C=CC=2C3=CC=C(C=C3CC12)C(C)(C)C)C(C)(C)C)C1C=CC=C1)C=1C=C(C=CC1)C)C